(S)-4-(2-(7,8-dimethyl-[1,2,4]triazolo[1,5-a]pyridin-6-yl)-3-isopropyl-1H-indol-5-yl)-N-(pyrrolidin-3-yl)piperidine-1-carboxamide CC1=C(C=2N(C=C1C=1NC3=CC=C(C=C3C1C(C)C)C1CCN(CC1)C(=O)N[C@@H]1CNCC1)N=CN2)C